ClS(=O)(=O)N1[C@H]2CC(C[C@@H]1CC2)NC(OCC2=CC=CC=C2)=O benzyl ((1R,3r,5S)-8-(chlorosulfonyl)-8-azabicyclo[3.2.1]octan-3-yl)carbamate